C(C)(C)(C)C1=CC=C(C=C1)C1(N=CC(=N1)C1=CC=C(C=C1)C(C)(C)C)C 2,4-bis(4-(tert-butyl)phenyl)-2-methyl-2H-imidazole